NS(=O)(=O)C=1C=C(C(=S)SCCCN(C)C)C=C(C1OC1=CC=CC=C1)NCCCC N,N-dimethylaminopropyl 3-aminosulfonyl-5-butylamino-4-phenoxy-dithiobenzoate